C(C)OC(CN1CC2(CN(C2)C(=O)OC(C)(C)C)C1)=O tert-butyl 6-(2-ethoxy-2-oxoethyl)-2,6-diazaspiro[3.3]heptane-2-carboxylate